methyl ((Z)-((S)-3-(4-chlorophenyl)-4-phenyl-5,6-dihydropyridazin-1(4H)-yl)(((4-(trifluoromethyl)phenyl)sulfonyl)imino)methyl)-D-valinate ClC1=CC=C(C=C1)C1=NN(CC[C@H]1C1=CC=CC=C1)\C(=N/S(=O)(=O)C1=CC=C(C=C1)C(F)(F)F)\N[C@H](C(C)C)C(=O)OC